CS(=O)(=O)C1=CC=C(C=C1)CS(=O)(=O)[O-].[Na+] sodium (4-methylsulfonylphenyl)methanesulfonate